7-((1r,4r)-4-(1-Cyclopropyl-3-(trifluoromethyl)-1H-pyrazol-5-yl)cyclohexyl)-2-thia-7-azaspiro[3.5]nonane 2,2-dioxide C1(CC1)N1N=C(C=C1C1CCC(CC1)N1CCC2(CS(C2)(=O)=O)CC1)C(F)(F)F